C(C(C)C)N1CCN(C2=CC=CC=C12)C(CN1CCN(CC1)C)=O 1-(4-isobutyl-3,4-dihydroquinoxalin-1(2H)-yl)-2-(4-methylpiperazin-1-yl)ethan-1-one